2-(5-((5-(2-amino-7-(tert-butoxycarbonyl)-6,7,8,9-tetrahydro-1H-imidazo[4,5-f]isoquinolin-1-yl)pentyl)oxy)-1-methyl-1H-pyrazol-4-yl)-6-methylisonicotinic acid NC1=NC=2C(=C3CCN(CC3=CC2)C(=O)OC(C)(C)C)N1CCCCCOC1=C(C=NN1C)C=1C=C(C(=O)O)C=C(N1)C